C1(CC1)C=1C=C(C=NC1)C1=NN(C=2C1=NC=C(C2)C(=O)NC2(CS(C2)(=O)=O)C)C(C)C 3-(5-cyclopropyl-3-pyridyl)-1-isopropyl-N-(3-methyl-1,1-dioxo-thietan-3-yl)pyrazolo[4,3-b]pyridine-6-carboxamide